OC[C@@]12C(CC[C@H]1[C@@H]1CCC3=CC(C=C[C@]3(C)[C@H]1CC2)=O)C hydroxy-17-methylandrosta-1,4-dien-3-one